NC1=CC(=C(OC2=C(C=C(C(=C2)C(C)(C)C)OC2=C(C=C(C=C2)N)C(F)(F)F)C(C)(C)C)C=C1)C(F)(F)F 1,4-bis(4-amino-2-trifluoromethylphenoxy)-2,5-di-tert-butylbenzene